(S)-tert-Butyl ((6-(2,2'-dichloro-3'-(2-formyl-4-oxo-4H-pyrido[1,2-a]pyrimidin-8-yl)-[1,1'-biphenyl]-3-yl)-2-methoxypyridin-3-yl)methyl)((5-oxopyrrolidin-2-yl)methyl)carbamate ClC1=C(C=CC=C1C1=CC=C(C(=N1)OC)CN(C(OC(C)(C)C)=O)C[C@H]1NC(CC1)=O)C1=C(C(=CC=C1)C1=CC=2N(C(C=C(N2)C=O)=O)C=C1)Cl